FC(C)(F)C1=CC=CC(=N1)C(=O)NC1=CC2=C(N=C(S2)C2CCC(CC2)C=O)C=C1OC 6-(1,1-Difluoroethyl)-N-(2-((1r,4r)-4-formylcyclohexyl)-5-methoxybenzo[d]thiazol-6-yl)picolinamide